octamethylferrocenium CC1=C(C(=C([CH-]1)C)C)C.C1C(=C(C(=C1C)C)C)C.[Fe+2]